NC([C@H](C1CCCCCC1)NC(OC(C)(C)C)=O)=O tert-butyl (S)-(2-amino-1-cycloheptyl-2-oxoethyl)carbamate